(6-(3-aminopropionamido)hexyl)carbamic acid tert-butyl ester C(C)(C)(C)OC(NCCCCCCNC(CCN)=O)=O